C(C)(=O)C1=C(C=C2CC(N3C(C2=C1)=CC(C(=C3)C(=O)OCC)=O)C(C)C)OCC3=CC=CC=C3 ethyl 10-acetyl-9-(benzyloxy)-6-isopropyl-2-oxo-6,7-dihydro-2H-pyrido[2,1-a]isoquinoline-3-carboxylate